tri-(3-heptyl) citrate C(CC(O)(C(=O)OC(CC)CCCC)CC(=O)OC(CC)CCCC)(=O)OC(CC)CCCC